C(C(C)C)C1=CC=C(C=CC)C=C1 para-iso-butyl-(methyl)styrene